1-[6-(4-chloroanilino)-2-methylsulfonyl-5-nitro-pyrimidin-4-yl]-4-methyl-piperidine-4-carboxylic acid ethyl ester C(C)OC(=O)C1(CCN(CC1)C1=NC(=NC(=C1[N+](=O)[O-])NC1=CC=C(C=C1)Cl)S(=O)(=O)C)C